4-[4-fluoro-4-(5-methyl-1,3-benzoxazol-2-yl)piperidin-1-yl]-1-methyl-2-oxo-7-[(oxolan-3-yl)oxy]-1,2-dihydroquinoline-3-carboxamide FC1(CCN(CC1)C1=C(C(N(C2=CC(=CC=C12)OC1COCC1)C)=O)C(=O)N)C=1OC2=C(N1)C=C(C=C2)C